7-((4-(1,5-dimethyl-1H-imidazol-2-yl)-3,6-dihydropyridin-1(2H)-yl)methyl)pyrrolo[1,2-a]quinoxalin-4(5H)-one CN1C(=NC=C1C)C=1CCN(CC1)CC=1C=C2NC(C=3N(C2=CC1)C=CC3)=O